(R)-N-((5-chloro-6-((3-methylisoxazol-5-yl)methoxy)-1H-indol-2-yl)methyl)-2-(tetrahydrofuran-3-yl)acetamide ClC=1C=C2C=C(NC2=CC1OCC1=CC(=NO1)C)CNC(C[C@@H]1COCC1)=O